ClC1(C(C1C1=CC(=C(C=C1)Cl)C(F)(F)F)C(=O)N)Cl 2,2-dichloro-3-(4-chloro-3-(trifluoromethyl)phenyl)cyclopropane-1-carboxamide